5-ethyl-2,5-dihydro-6-methyl-2-(3-pyridinyl)-4H-pyrazolo[3,4-d]pyrimidin-4-one C(C)N1C(=NC=2C(C1=O)=CN(N2)C=2C=NC=CC2)C